C(C)C1=C(C=CC=C1F)NC(=S)C=1C(NCCC1O)=O N-(2-ethyl-3-fluorophenyl)-4-hydroxy-2-oxo-1,2,5,6-tetrahydropyridine-3-carbothioic acid amide